3-(3-Isopropyl-5-methylphenyl)-N-methylcyclobutan-1-amine trifluoroacetate salt FC(C(=O)O)(F)F.C(C)(C)C=1C=C(C=C(C1)C)C1CC(C1)NC